[W].C1(=CC=CC=C1)CCCC(=O)N[C@@H](C)C(=O)N1[C@@H](CCC1)C(=O)N (2S)-1-((4-phenylbutyryl)alanyl)pyrrolidine-2-carboxamide tungsten